COC1=C(C=C(C=C1)[N+](=O)[O-])CO (2-methoxy-5-nitrophenyl)methanol